ClC1=C(C=C2C=C(N=CC2=C1)NC(=O)C1CC12CCOCC2)N2CCN(CC2)C2(COCC2=O)C N-(7-chloro-6-(4-(3-methyl-4-oxotetrahydrofuran-3-yl)piperazin-1-yl)isoquinolin-3-yl)-6-oxaspiro[2.5]octane-1-carboxamide